(2S)-2-(3-bromo-5-chloro-4-fluoro-2-isopropoxyphenyl)-N-(1-(3-chloropyrazin-2-yl)ethyl)propionamide BrC=1C(=C(C=C(C1F)Cl)[C@@H](C(=O)NC(C)C1=NC=CN=C1Cl)C)OC(C)C